(R)-3-(isoquinolin-4-yl)-2-oxo-1-(4-(trifluoromethyl)phenyl)imidazolidine-4-carbonitrile C1=NC=C(C2=CC=CC=C12)N1C(N(C[C@@H]1C#N)C1=CC=C(C=C1)C(F)(F)F)=O